S-(6,8,26,28-tetrathiatritriacontan-17-yl) ethanethioate C(C)(SC(CCCCCCCCSCSCCCCC)CCCCCCCCSCSCCCCC)=O